CC=1SC(=CN1)N1[C@H]([C@H](CC1)NS(=O)(=O)C)CO[C@@H]1CC[C@@H](CC1)C1=CC=CC=C1 N-((CIS)-1-(2-methylthiazol-5-yl)-2-((((CIS)-4-phenylcyclohexyl)oxy)methyl)pyrrolidin-3-yl)methanesulfonamide